N-[3-bromo-6-(2,6-dimethylphenyl)pyrazin-2-yl]benzenesulfonamide BrC=1C(=NC(=CN1)C1=C(C=CC=C1C)C)NS(=O)(=O)C1=CC=CC=C1